3-(N-ethyl-3-methylanilino)-2-hydroxy-propanesulfonic acid sodium salt [Na+].C(C)N(C1=CC(=CC=C1)C)CC(CS(=O)(=O)[O-])O